ClC1=CC=C2C(=C(N(C2=C1C=1C(=NN(C1CC)C)CCl)CCCCNC)C(=O)OCC)CCCOC1=CC=CC2=CC=CC=C12 Ethyl 6-chloro-7-[3-(chloromethyl)-5-ethyl-1-methyl-1H-pyrazol-4-yl]-1-[4-(methylamino)butyl]-3-[3-(naphthalen-1-yloxy)propyl]-1H-indole-2-carboxylate